methyl 2-[(3S)-piperidin-3-yl]acetate hydrochloride Cl.N1C[C@@H](CCC1)CC(=O)OC